BENZYLOXYPYRIDINE C(C1=CC=CC=C1)OC1=NC=CC=C1